The molecule is a monovalent inorganic anion obtained by deprotonation of one of the two OH groups in dichromic acid. It is a chromium oxoanion and a monovalent inorganic anion. It is a conjugate base of a dichromic acid. It is a conjugate acid of a dichromate(2-). O[Cr](=O)(=O)O[Cr](=O)(=O)[O-]